dipalladium Methoxybiphenyl COC1=C(C=CC=C1)C1=CC=CC=C1.[Pd].[Pd]